3-(1'-benzyl-3',3'-difluoro-6-oxo-6,8-dihydro-2H,7H-spiro[furo[2,3-e]isoindol-3,4'-piperidin]-7-yl)piperidine-2,6-dione C(C1=CC=CC=C1)N1CC(C2(CC1)COC1=C3CN(C(C3=CC=C12)=O)C1C(NC(CC1)=O)=O)(F)F